2-Bromo-7-(3,5-dimethylphenyl)thieno[2,3-c]pyridine BrC1=CC=2C(=C(N=CC2)C2=CC(=CC(=C2)C)C)S1